O1OCC=CC2=C1C=CC=C2 BENZODIOXEPIN